C(CCCCCCC)N1C=CC(C=C1)=C1C=CN(C=C1)CC(CCCCCC)OC(C(=C)C)=O 1-octyl-1'-(2-(methacryloyloxy)octyl)-4,4'-bipyridine